N-((6-(3-Aminoazetidin-1-yl)pyridin-2-yl)methyl)-5-(tetrahydro-2H-pyran-4-yl)-7H-pyrrolo[2,3-d]pyrimidin-4-amine NC1CN(C1)C1=CC=CC(=N1)CNC=1C2=C(N=CN1)NC=C2C2CCOCC2